1-hydroxy-3-(3,5-dimethoxyphenyl)5-methoxy-9H-xanthen-9-one OC1=CC(=CC=2OC3=C(C=CC=C3C(C12)=O)OC)C1=CC(=CC(=C1)OC)OC